(3R,5R)-3-(((tert-butyldiphenylsilyl)oxy)methyl)-3-methyl-5-(4-phenoxy-7H-pyrrolo[2,3-d]pyrimidin-7-yl)cyclopentane-1,2-diol [Si](C1=CC=CC=C1)(C1=CC=CC=C1)(C(C)(C)C)OC[C@@]1(C(C([C@@H](C1)N1C=CC2=C1N=CN=C2OC2=CC=CC=C2)O)O)C